C(C)OC1=NN(C(=C1)NC(OC(C)(C)C)=O)C tert-Butyl (3-ethoxy-1-methylpyrazol-5-yl)carbamate